9,9-bis(6-((4-vinylbenzyl)oxy)naphthalen-2-yl)-9H-fluorene C(=C)C1=CC=C(COC=2C=C3C=CC(=CC3=CC2)C2(C3=CC=CC=C3C=3C=CC=CC23)C2=CC3=CC=C(C=C3C=C2)OCC2=CC=C(C=C2)C=C)C=C1